N-(5-cyclopentyl-3-fluoro-2-pyridyl)-2-[1-[2-(2-methoxyethoxy)ethyl]tetrazol-5-yl]sulfanyl-5-nitro-benzamide C1(CCCC1)C=1C=C(C(=NC1)NC(C1=C(C=CC(=C1)[N+](=O)[O-])SC1=NN=NN1CCOCCOC)=O)F